(S)-1-((S)-2-amino-2-cyclohexylacetyl)-N-(4-phenyl-1,2,3-thiadiazol-5-yl)pyrrolidine-2-carboxamide trifluoroacetate FC(C(=O)O)(F)F.N[C@H](C(=O)N1[C@@H](CCC1)C(=O)NC1=C(N=NS1)C1=CC=CC=C1)C1CCCCC1